C1(C(C=CCC1)C(=O)[O-])C(=O)[O-].[Ca+2] calcium 3-cyclohexene-1,2-dicarboxylate